COC(=O)C1=CC=C2C3=C(NC2=C1)N=CN=C3NCCCN3CCCCC3 4-(3-piperidin-1-ylpropylamino)-9H-pyrimido[4,5-b]indole-7-carboxylic acid methyl ester